N1C=C(C2=CC=CC=C12)CCNC=1C2=C(N=C(N1)C=1C(=NC(=NC1)OC)OC)SC=N2 N-(2-(1H-indol-3-yl)ethyl)-5-(2,4-dimethoxypyrimidin-5-yl)thiazolo[5,4-d]pyrimidin-7-amine